C(N)(OC1CCC2=C(C=CC(=C12)F)C(NC1=CC(=C(C=C1)F)Cl)=O)=O (4-((3-chloro-4-fluorophenyl)carbamoyl)-7-fluoro-2,3-dihydro-1H-inden-1-yl) carbamate